FC1=CC=C(C=N1)OC1=C(C=C2C=NN(C2=C1)C)C(=O)N 6-[(6-fluoro-3-pyridyl)oxy]-1-methyl-indazole-5-carboxamide